5-(4-((5-Methylisoxazol-4-yl)methoxy)phenyl)-2-oxo-6-(trifluoromethyl)-1,2-dihydropyridine-3-carboxamide CC1=C(C=NO1)COC1=CC=C(C=C1)C=1C=C(C(NC1C(F)(F)F)=O)C(=O)N